1-methyl-5-(1-methyl-1H-pyrazol-4-yl)-4-(1H-pyrrol-1-yl)-2(1H)-pyridone CN1C(C=C(C(=C1)C=1C=NN(C1)C)N1C=CC=C1)=O